6-((1-(3-(1H-pyrazol-1-yl)butyryl)-4-hydroxypiperidin-4-yl)methyl)-2-methyl-3-(1-(methylamino)-2,3-dihydro-1H-inden-5-yl)-2,6-dihydro-7H-pyrazolo[4,3-d]pyrimidin-7-one N1(N=CC=C1)C(CC(=O)N1CCC(CC1)(O)CN1C=NC=2C(C1=O)=NN(C2C=2C=C1CCC(C1=CC2)NC)C)C